(8R,9S,13S,14S,17R)-17-(2-aminoethyl)-13-methyl-7,8,9,11,12,13,14,15,16,17-decahydro-6H-cyclopenta[a]phenanthrene-3,17-diol NCC[C@@]1(CC[C@H]2[C@@H]3CCC=4C=C(C=CC4[C@H]3CC[C@]12C)O)O